2-chloro-4-(2,4-difluorophenyl)-6,7-dimethyl-pteridine ClC1=NC2=NC(=C(N=C2C(=N1)C1=C(C=C(C=C1)F)F)C)C